C(CC)P(SC1CCS(C1)(=O)=O)CCC 4-dipropylphosphinothiotetrahydrothiophene-1,1-dioxide